C(C1=CC=CC=C1)OC([C@@H](N(C(=O)OCC1=CC=CC=C1)CCN)CCC(N)=O)=O benzyl-N-(2-aminoethyl)-N2-[(benzyloxy)carbonyl]-L-glutaminat